(2R)-4-[6-[5-(5-chloro-2,4-difluoro-phenyl)-1H-imidazol-4-yl]-1,5-naphthyridin-3-yl]piperazine-2-carboxylic acid ClC=1C(=CC(=C(C1)C1=C(N=CN1)C=1N=C2C=C(C=NC2=CC1)N1C[C@@H](NCC1)C(=O)O)F)F